4-aminobenzoic acid 5-amino-1,1'-biphenyl-2-yl ester NC=1C=CC(=C(C1)C1=CC=CC=C1)OC(C1=CC=C(C=C1)N)=O